OCCCCC=1N=NN(C1)CCC(C(=O)N(C)C)(C1=CC=CC=C1)C1=CC=CC=C1 4-(4-(4-hydroxybutyl)-1H-1,2,3-triazol-1-yl)-N,N-dimethyl-2,2-diphenylbutanamide